IC=1C=C(CNC2=C3N=CN(C3=NC=N2)[C@H]2[C@@H]([C@@H]([C@H](O2)C(=O)NOC)O)O)C=CC1 (2s,3s,4r,5r)-5-(6-(3-iodobenzylamino)-9H-purin-9-yl)-3,4-dihydroxy-N-methoxy-tetrahydrofuran-2-carboxamide